1-(4-(4-((3-chloro-4-(isothiazol-3-ylmethoxy)phenyl)amino)-7H-pyrrolo[2,3-d]pyrimidin-5-yl)piperidin-1-yl)prop-2-en-1-one ClC=1C=C(C=CC1OCC1=NSC=C1)NC=1C2=C(N=CN1)NC=C2C2CCN(CC2)C(C=C)=O